trans-methyl 4-[[4-[2-(2-amino-3-pyridyl)-6-tert-butyl-benzimidazol-1-yl]phenyl]carbamoyl]cyclohexanecarboxylate NC1=NC=CC=C1C1=NC2=C(N1C1=CC=C(C=C1)NC(=O)[C@@H]1CC[C@H](CC1)C(=O)OC)C=C(C=C2)C(C)(C)C